C(#C)[C@@H]1N(CCC1)C(=O)OC(C)(C)C tert-butyl (2R)-2-ethynylpyrrolidine-1-carboxylate